(S)-2-(difluoromethyl)-N4-(4-methoxy-5-(1-(2-(methylamino)propyl)-1H-pyrazol-4-yl)pyridin-2-yl)pyrimidine-4,6-diamine FC(C1=NC(=CC(=N1)NC1=NC=C(C(=C1)OC)C=1C=NN(C1)C[C@H](C)NC)N)F